FC=1C=C(C=CC1N1CCN(CC1)C)NC=1N=C(C2=C(N1)NC=C2N2CCCCC2)OC=2C=C(C=CC2)NC(C=C)=O N-(3-((2-((3-fluoro-4-(4-methylpiperazin-1-yl)phenyl)amino)-5-(piperidin-1-yl)-7H-pyrrolo[2,3-d]pyrimidin-4-yl)oxy)phenyl)acrylamide